(R)-N-(1-(2-(1,1-difluoroethyl)pyrimidin-4-yl)-3-(3-methoxy-3-methylpyrrolidin-1-yl)-1H-pyrazolo[4,3-c]pyridin-6-yl)acetamide FC(C)(F)C1=NC=CC(=N1)N1N=C(C=2C=NC(=CC21)NC(C)=O)N2C[C@](CC2)(C)OC